2-benzyl-2-azaspiro[3.3]heptane C(C1=CC=CC=C1)N1CC2(C1)CCC2